ClC=1C(=C(C=CC1)C1CCN(CC1)C(CN1N=C(C2=C1C[C@@H]1[C@H]2C1)C(=O)N1CCN(CC1)C(CO)=O)=O)C 1-(4-(3-Chloro-2-methylphenyl)piperidin-1-yl)-2-((3bR,4aR)-3-(4-(2-hydroxyacetyl)piperazin-1-carbonyl)-3b,4,4a,5-tetrahydro-1H-cyclopropa[3,4]cyclopenta[1,2-c]pyrazol-1-yl)ethanon